4-(4-(2-(1-(5-(5-(difluoromethyl)-5H-pyrido[4,3-b]indol-7-yl)-3-fluoropyridin-2-yl)piperidin-4-yl)ethyl)piperazin-1-yl)-2-(2,6-dioxopiperidin-3-yl)isoindoline-1,3-dione FC(N1C2=C(C=3C=CC(=CC13)C=1C=C(C(=NC1)N1CCC(CC1)CCN1CCN(CC1)C1=C3C(N(C(C3=CC=C1)=O)C1C(NC(CC1)=O)=O)=O)F)C=NC=C2)F